C1=CC(=CC=C1CC2=CC=C(C=C2)N=C=O)N=C=O Methylenebisphenyl diisocyanate